C(CCC)(=O)ON([C@H](C)C1=CC=CC=C1)CCNC(=O)OC(C)(C)C ((2-((tert-butoxycarbonyl) amino) ethyl) ((R)-1-phenylethyl) amino) butyrate